COC=1C(=NC(=NC1)N1CCNCC1)NC=1C=C2C=NNC2=CC1 N-(5-methoxy-2-(piperazin-1-yl)pyrimidin-4-yl)-1H-indazol-5-amine